(1R,3aS,6aR)-tert-butyl 1-(cyanomethyl)-3-oxohexahydropyrrolo[3,4-c]pyrrole-2(1H)-carboxylate C(#N)C[C@H]1N(C([C@H]2[C@@H]1CNC2)=O)C(=O)OC(C)(C)C